ClC=1C(=NC=CC1SC=1C=CC=NC1)NC1=NC=CC(=N1)C 5-((3-chloro-2-((4-methylpyrimidin-2-yl)amino)pyridin-4-yl)thio)pyridin